(S)-N-Methyl-5-(6-(6-morpholinopyridin-3-yl)-5-((tetrahydrofuran-3-yl)oxy)pyrazolo[1,5-a]pyrimidin-3-yl)nicotinamide CNC(C1=CN=CC(=C1)C=1C=NN2C1N=C(C(=C2)C=2C=NC(=CC2)N2CCOCC2)O[C@@H]2COCC2)=O